BrC=1N=C(SC1)C(F)F 4-bromo-2-difluoromethyl-thiazole